[N+](=O)([O-])C=1C=C(C(=O)OC2(C(CC3C4CC(C5=CC(C=C(C5(C4(CCC23C)F)C)O)=O)F)C)C(=O)N2CC(C2)O)C=CC1 6,9-difluoro-l-1-hydroxy-17-(3-hydroxyazetidine-1-carbonyl)-10,13,16-trimethyl-3-oxo-6,7,8,9,10,11,12,13,14,15,16,17-dodecahydro-3H-cyclopenta[a]phenanthren-17-yl 3-nitrobenzoate